4-[4-bromo-3-hydroxy-6-(4-trifluoromethoxy-phenyl)-pyridin-2-yl]-4-oxo-butyric acid ethyl ester C(C)OC(CCC(=O)C1=NC(=CC(=C1O)Br)C1=CC=C(C=C1)OC(F)(F)F)=O